CNC(=S)NC(C(C1=NC=CC(=C1)C(F)(F)F)C1=CC=C(C=C1)C)=O N-(methylaminothioformyl)-2-(p-tolyl)-2-(4-(trifluoromethyl)pyridin-2-yl)acetamide